N-tert-butyl-1-(1,2-dimethyl-3H-benzo[b]cyclopenta[d]thiophen-3-yl)-1,1-dimethylsilanamine C(C)(C)(C)N[Si](C)(C)C1C(=C(C=2C3=C(SC21)C=CC=C3)C)C